lithium nickel copper iron manganese oxide [O-2].[Mn+2].[Fe+2].[Cu+2].[Ni+2].[Li+]